FC=1C=C(C=CC1F)C(C)N1C[C@@H](N(C[C@H]1C)C=1C2=C(N(C(N1)=O)C)C=CC(=N2)C#N)C 4-((2S,5R)-4-(1-(3,4-difluorophenyl)ethyl)-2,5-dimethylpiperazin-1-yl)-1-methyl-2-oxo-1,2-dihydropyrido[3,2-d]pyrimidine-6-carbonitrile